NC1=C(C=C(C=N1)NC(C(=O)N1[C@H](CC[C@@H](C1)C)C1=CSC=C1)=O)C N-(6-amino-5-methyl-3-pyridyl)-2-[(2R,5S)-5-methyl-2-(3-thienyl)-1-piperidyl]-2-oxo-acetamide